6-(2-methoxy-4-fluorophenyl)-2-phenoxymethylimidazo[1,2-a]pyrimidine COC1=C(C=CC(=C1)F)C=1C=NC=2N(C1)C=C(N2)COC2=CC=CC=C2